(3-((3-methylpyrrolidin-1-yl)methyl)pyridin-2-yl)boric acid CC1CN(CC1)CC=1C(=NC=CC1)OB(O)O